C(#N)C=1C=NN2C1C(=CC(=C2)OCC(C)(C)O)C=2C=CC(=NC2)N2CCC(CC2)(C)NC(C2=CN=CC=C2)=O N-(1-(5-(3-cyano-6-(2-hydroxy-2-methylpropoxy)pyrazolo[1,5-a]pyridin-4-yl)pyridin-2-yl)-4-methylpiperidin-4-yl)nicotinamide